NC1=NC(=CC(=N1)C=1N=NN(C1)CC1=CNC2=CC=C(C=C12)C(=O)OC)C1=C(C(=CC=C1)C#N)C methyl 3-((4-(2-amino-6-(3-cyano-2-methylphenyl) pyrimidin-4-yl)-1H-1,2,3-triazol-1-yl) methyl)-1H-indole-5-carboxylate